(3-(4,4,5,5-tetramethyl-1,3,2-dioxaborolan-2-yl)-2,5-dihydro-1H-pyrrol-1-yl)ethan-1-one CC1(OB(OC1(C)C)C=1CN(CC1)C(C)=O)C